CN1C(=NN=C1)S[C@@H](C)C=1C=C(C=CC1)NC([O-])=O (S)-(3-(1-((4-methyl-4H-1,2,4-triazol-3-yl)thio)ethyl)phenyl)carbamate